C(C)(=O)NC1=C2C(CC(C2=CC=C1)(CCC)CCC)C N-acetyl-1,1-dipropyl-3-methyl-4-aminoindan